(±)-tert-butyl (3-(trans-2-cyanocyclopropane-1-carboxamido)-6-(8-methylpyrido[2,3-b]pyrazin-7-yl)isoquinolin-8-yl)carbamate C(#N)[C@H]1[C@@H](C1)C(=O)NC=1N=CC2=C(C=C(C=C2C1)C1=C(C=2C(=NC=CN2)N=C1)C)NC(OC(C)(C)C)=O |r|